octyl 3,5-dinitrobenzoate [N+](=O)([O-])C=1C=C(C(=O)OCCCCCCCC)C=C(C1)[N+](=O)[O-]